OC1=C(C(/C=C/C2=CC(=C(C=C2)OCC2=CC=CC=C2)OC)=O)C=CC=C1 2'-Hydroxy-3-methoxy-4-(benzyloxy)chalcone